2-[2-hydroxy-3-(2-methacryloyloxyethyl)-5-tert-butylphenyl]Benzotriazole OC1=C(C=C(C=C1CCOC(C(=C)C)=O)C(C)(C)C)N1N=C2C(=N1)C=CC=C2